N-(3-(2-(Bicyclo[1.1.1]pentan-1-yl)-5-(2-((2,2-dioxido-2-thiaspiro[3.3]heptan-6-yl)-amino)pyrimidin-4-yl)thiazol-4-yl)-2-fluorophenyl)acetamide C12(CC(C1)C2)C=2SC(=C(N2)C=2C(=C(C=CC2)NC(C)=O)F)C2=NC(=NC=C2)NC2CC1(CS(C1)(=O)=O)C2